5-fluoro-indole-1-carboxylate FC=1C=C2C=CN(C2=CC1)C(=O)[O-]